2-bromo-N-(2-methyl-5-(2-(methyl(tetrahydro-2H-pyran-4-yl)amino)acetamido)pyridin-3-yl)pyrazolo[5,1-b]thiazole-7-carboxamide BrC1=CN2C(S1)=C(C=N2)C(=O)NC=2C(=NC=C(C2)NC(CN(C2CCOCC2)C)=O)C